C(C)(C)(C)OC(=O)N[C@H](C(=O)OC(C)(C)C)CC1C(NN(C1)C)=O tert-butyl (S)-2-((tert-butoxycarbonyl)amino)-3-(1-methyl-3-oxopyrazolidin-4-yl)propanoate